2-((3-fluoro-[1,1'-biphenyl]-4-yl)oxy)acetic acid FC=1C=C(C=CC1OCC(=O)O)C1=CC=CC=C1